C1(CCCCC1)NC1=C(C=C(C=O)C=C1)[N+](=O)[O-] 4-(CYCLOHEXYLAMINO)-3-NITROBENZALDEHYDE